(2-(9H-carbazol-9-yl)-5-cyanophenyl)boronic acid C1=CC=CC=2C3=CC=CC=C3N(C12)C1=C(C=C(C=C1)C#N)B(O)O